tert-butyl (4-(methylsulfonyl)-1-(phenylsulfonyl)-1H-indol-7-yl)carbamate CS(=O)(=O)C1=C2C=CN(C2=C(C=C1)NC(OC(C)(C)C)=O)S(=O)(=O)C1=CC=CC=C1